C1(CCC1)N1C=C(C(=CC1=O)O)C(=O)OC methyl 1-cyclobutyl-4-hydroxy-6-oxo-1,6-dihydropyridine-3-carboxylate